COC(C1=CC(=C(C=C1)C(F)(F)F)N[C@@H](C)C1[C@@H]2CN(C[C@H]1CC2)CC2=CC=CC=C2)=O 3-({(1S)-1-[(1R,5S,8r)-3-benzyl-3-azabicyclo[3.2.1]oct-8-yl]ethyl}amino)-4-(trifluoromethyl)benzoic acid methyl ester